1H-indazol-7-yl-boric acid N1N=CC2=CC=CC(=C12)OB(O)O